C(C1=CC=CC=C1)OC1=CC=C(C=N1)OB(O)O (6-(benzyloxy)pyridin-3-yl)boric acid